tert-Butyl (1-amino-3-(2-methoxypyridin-3-yl)-1-oxopropan-2-yl)carbamate NC(C(CC=1C(=NC=CC1)OC)NC(OC(C)(C)C)=O)=O